5-bromo-2-(4-piperidyl)Indazole BrC1=CC2=CN(N=C2C=C1)C1CCNCC1